N-(4-Amino-2-tetrahydropyran-2-yl-pyrazolo[4,3-c]pyridin-7-yl)-N'-[1-[2-chloro-4-(trifluoromethyl)phenyl]ethyl]-N'-methyl-oxamide NC1=NC=C(C=2C1=CN(N2)C2OCCCC2)NC(=O)C(=O)N(C)C(C)C2=C(C=C(C=C2)C(F)(F)F)Cl